2-(3-(bromomethyl)phenyl)(phenyl)methanone BrCC=1C=C(C=CC1)C1=C(C=CC=C1)C=O